C(O)C(CCCCCCC)CO Dimethyloloctane